6-cyclopropyl-5-methyl-N-(4-(methylsulfonyl)but-3-en-2-yl)-4-phenoxynicotinamide C1(CC1)C1=NC=C(C(=O)NC(C)C=CS(=O)(=O)C)C(=C1C)OC1=CC=CC=C1